5-tert-butyl-1,3-benzoOxazole C(C)(C)(C)C=1C=CC2=C(N=CO2)C1